NC(C(=O)NCC1(CCCCC1)CC(NC=1SC2=C(N1)C=CC(=C2)OC(F)(F)F)=O)CCSC 2-amino-4-(methylthio)-N-((1-(2-oxo-2-((6-(trifluoromethoxy)benzo[d]thiazol-2-yl)amino)ethyl)cyclohexyl)methyl)butanamide